Cis-8-dimethylamino-3-[(4-methoxyphenyl)-methyl]-1-(2-methylsulfonyl-ethyl)-8-phenyl-1,3-diazaspiro[4.5]decan-2-one CN(C1(CCC2(CN(C(N2CCS(=O)(=O)C)=O)CC2=CC=C(C=C2)OC)CC1)C1=CC=CC=C1)C